C1(CC1)C([C@@H](C(=O)NC1=CC=C(C=C1)C=1C(=NNC1C)C)NC(=O)C1=CC=NN1)C1CC1 N-[(1S)-1-(dicyclopropylmethyl)-2-[4-(3,5-dimethyl-1H-pyrazol-4-yl)anilino]-2-oxo-ethyl]-1H-pyrazole-5-carboxamide